C1=CC=CC=2C3=CC=CC=C3C(C12)COC(=O)NCC(OCCOCCOCCCN(CC(=O)OCCI)C(CN1C2=NC(=NC(=C2N=C1)N(C(=O)OC(C)(C)C)C(=O)OC(C)(C)C)N(C(=O)OC(C)(C)C)C(=O)OC(C)(C)C)=O)(C)C 2-iodoethyl (S)-l-1-((((9H-fluoren-9-yl)methoxy)carbonyl)amino)-13-(2-(2,6-bis(bis(tert-butoxycarbonyl)amino)-9H-purin-9-yl)acetyl)-2,2-dimethyl-3,6,9-trioxa-13-azapentadecan-15-oate